5-chloro-2-hydroxy-N-(2-phenoxypyridin-4-yl)benzamide ClC=1C=CC(=C(C(=O)NC2=CC(=NC=C2)OC2=CC=CC=C2)C1)O